FC([C@H]1[C@@H](C1)C1=CC=C2C(=N1)NN=C2N)(F)F |r| 6-[(1RS,2RS)-2-(trifluoromethyl)cyclopropyl]-1H-pyrazolo[3,4-b]pyridin-3-amine